C12(CC3CC(CC(C1)C3)C2)P(C2=C(C=CC=C2)C)C23CC1CC(CC(C2)C1)C3 di(1-adamantyl)(o-tolyl)phosphine